C(#N)[C@H](C[C@H]1C(NCC1)=O)NC(=O)[C@H]1N(C[C@@H]2[C@H]1CCC2(F)F)C(=O)C2(C1=CC=CC=C1C=1C=CC=CC21)O (1S,3aS,6aR)-N-((S)-1-cyano-2-((S)-2-oxopyrrolidin-3-yl)ethyl)-4,4-difluoro-2-(9-hydroxy-9H-fluorene-9-carbonyl)octahydrocyclopenta[c]pyrrole-1-carboxamide